C[C@@H](CC)OC1=CC=2N(C=C1C(=O)O)C=CN2 7-[(1S)-1-methylpropyloxy]Imidazo[1,2-a]Pyridine-6-carboxylic acid